C12CCC(CC1)N2C2=NC(=CC1=C2N=C(N=C1)NC1=NC(=C(C=C1)N1CCN(CC1)C)C)[C@@H](C)O (1R)-1-[8-(7-azabicyclo[2.2.1]heptan-7-yl)-2-[[6-methyl-5-(4-methylpiperazin-1-yl)pyridin-2-yl]amino]pyrido[3,4-d]pyrimidin-6-yl]ethanol